3-(4-benzoylphenoxy)heptyl acrylate C(C=C)(=O)OCCC(CCCC)OC1=CC=C(C=C1)C(C1=CC=CC=C1)=O